CC1=NOC(=N1)[C@@H]1C[C@@H](CC1)NC(OC(C)(C)C)=O tert-Butyl [(1R,3S)-3-(3-methyl-1,2,4-oxadiazol-5-yl)cyclopentyl]carbamate